2-hydroxy-3-{methoxymethylamino}-3-oxo-1-(phenylmethyl)propyl-1H-indole-2-carboxamide OC(C(CC1=CC=CC=C1)N1C(=CC2=CC=CC=C12)C(=O)N)C(=O)NCOC